3-[(tert-Butyldimethylsilyl)oxy]-2-[6-(2,5-dichloropyrimidin-4-yl)-1-oxo-2,3-dihydro-1H-isoindol-2-yl]propionic acid [Si](C)(C)(C(C)(C)C)OCC(C(=O)O)N1C(C2=CC(=CC=C2C1)C1=NC(=NC=C1Cl)Cl)=O